4-chloro-2,3-difluoro-6-iodoaniline ClC1=C(C(=C(N)C(=C1)I)F)F